BrC1=CC=C2C=3C=CC(=CC3C(C2=C1)(CCCC)CCCC)C1=CC=C(N(C2=CC=CC=C2)C2=CC=CC=C2)C=C1 4-(7-bromo-9,9-dibutyl-fluoren-2-yl)-N,N-diphenyl-aniline